3a-(1-(4-fluorophenyl)-6-methyl-1H-indazol-5-yl)hexahydrocyclopenta[c]pyrrol-5(1H)-one FC1=CC=C(C=C1)N1N=CC2=CC(=C(C=C12)C)C12C(CNC1)CC(C2)=O